[Cl-].C(CCCCCCC\C=C/CCCCCCCC)(=O)OCC[NH+]1C(N(CC1)CCO)CCCCCCCC\C=C/CCCCCCCC 1-[2-(oleoyloxy)ethyl]2-oleyl-3-(2-hydroxyethyl)imidazolinium chloride